4-methoxy-5-(morpholin-4-yl)-1H-pyrazolo[3,4-c]Pyridine COC1=C2C(=CN=C1N1CCOCC1)NN=C2